Ethyl 1-{1-[4-chloro-4'-(1-propanoylpiperidin-4-yl)[1,1'-biphenyl]-2-yl]piperidin-3-yl}-5-(trifluoromethyl)-1H-pyrazole-4-carboxylate ClC1=CC(=C(C=C1)C1=CC=C(C=C1)C1CCN(CC1)C(CC)=O)N1CC(CCC1)N1N=CC(=C1C(F)(F)F)C(=O)OCC